7-(3-Butyl-2,4,6-trioxotetrahydropyrimidin-1(2H)-yl)-2-(pyrazin-2-yl)spiro[3.5]nonane-2-carboxamide C(CCC)N1C(N(C(CC1=O)=O)C1CCC2(CC(C2)(C(=O)N)C2=NC=CN=C2)CC1)=O